[I-].[I-].C(CCC)[N+]1=CN(C=C1)C=1C=C(C=CC1)N1N=C[NH+]=C1 3-(3-butyl-1H-imidazol-3-ium-1-yl)phenyl-1H-1,2,4-triazol-4-ium diiodide